(S)-N-(5-chloropyridin-2-yl)-2-((R)-4,4-difluoro-3-(6-oxo-1,6-dihydropyridazin-3-yl)piperidin-1-yl)propanamide ClC=1C=CC(=NC1)NC([C@H](C)N1C[C@@H](C(CC1)(F)F)C1=NNC(C=C1)=O)=O